N1N2C(N=C1)=NC=C2 imidazo[1,2-b]-1,2,4-triazole